(3S)-7-(9-acryloyl-7-oxo-3,9-diazabicyclo[3.3.1]nonan-3-yl)-10-(2,4-difluorophenyl)-3-(methoxymethyl)-9-(trifluoromethyl)-2H-[1,4]thiazino[2,3,4-ij]quinazolin-5(3H)-one C(C=C)(=O)N1C2CN(CC1CC(C2)=O)C2=NC(N1C3=C(C(=C(C=C23)C(F)(F)F)C2=C(C=C(C=C2)F)F)SC[C@@H]1COC)=O